C1(CC1)N1C=C(C(C2=CC(=C(C=C12)C=1C=C2CCN(C2=CC1)CC=1C(=NC(=NC1CC)N)N)F)=O)C(=O)O 1-cyclopropyl-7-(1-((2,4-diamino-6-ethylpyrimidin-5-yl)methyl)indolin-5-yl)-6-fluoro-4-oxo-1,4-dihydroquinoline-3-carboxylic acid